4-[4-(benzylsulfonyl-carbamoyl)phenyl]piperazine-1-carboxylic acid tert-butyl ester C(C)(C)(C)OC(=O)N1CCN(CC1)C1=CC=C(C=C1)C(NS(=O)(=O)CC1=CC=CC=C1)=O